OC(C(=O)N)=CCCCC[SiH2]C(O[Si](C)(C)C)O[Si](C)(C)C 2-hydroxy-3-(3-(bis(trimethylsiloxy)methylsilyl)propylmethyl)acrylamide